ethyl (S)-3-(((1r,4S)-4-((5'-chloro-6-(((4-cyanotetrahydro-2H-pyran-4-yl)methyl)amino)-[2,4'-bipyridin]-2'-yl)amino)cyclohexyl)amino)butanoate ClC=1C(=CC(=NC1)NC1CCC(CC1)N[C@H](CC(=O)OCC)C)C1=NC(=CC=C1)NCC1(CCOCC1)C#N